ClC=1C=C(C=CC1)N1N=C(C2=C1C(NCC2)=O)C(=O)N 1-(3-chlorophenyl)-7-oxo-4,5-dihydropyrazolo[3,4-C]pyridine-3-carboxamide